C(C)(C)(C)OC(=O)N(C(=O)OC(C)(C)C)C1=NC(=CC=C1F)CBr N,N-di-tert-butoxycarbonyl-(6-(bromomethyl)-3-fluoropyridin-2-yl)-amine